β-D-glucopyranosyl β-D-glucopyranoside O([C@H]1[C@H](O)[C@@H](O)[C@H](O)[C@H](O1)CO)[C@H]1[C@H](O)[C@@H](O)[C@H](O)[C@H](O1)CO